N-(acetyl)cytidine C(C)(=O)NC1=NC(N([C@H]2[C@H](O)[C@H](O)[C@@H](CO)O2)C=C1)=O